Cl.OC1=C(C=C2CC(NCC2=C1I)C(=O)O)I 7-hydroxy-6,8-diiodo-1,2,3,4-tetrahydroisoquinoline-3-carboxylic acid hydrochloride